NC1=C(C(=O)NCC)C=C(C=C1)Br amino-5-bromo-N-ethylbenzamide